COC1=CC=C(N=N1)N1C(C(=CC=C1)NC1=NC=2N(C(=C1)NC)N=CC2C(=O)NC2COCC2)=O 5-((1-(6-methoxypyridazin-3-yl)-2-oxo-1,2-dihydropyridin-3-yl)amino)-7-(methylamino)-N-(tetrahydrofuran-3-yl)pyrazolo[1,5-a]pyrimidine-3-carboxamide